BrC1=CC=C(C=C1)C(C#N)CCC1OCCO1 (4-bromophenyl)-4-(1,3-dioxolan-2-yl)butyronitrile